2-(2,6-Dimethyl-3,6-dihydro-2H-pyran-4-yl)quinoline-6-carboxylic acid methyl ester COC(=O)C=1C=C2C=CC(=NC2=CC1)C=1CC(OC(C1)C)C